[Ti].[Pr] Praseodymium titanium